C1(=CC=CC=C1)C=1C=C(C=2NC3=CC=C(C=C3C2C1)C1=CC=CC=C1)C1=C(C=CC=C1)C(F)(F)F 3,6-diphenyl-1-(2-(trifluoromethyl)phenyl)-9H-carbazole